8-(2-Fluorobenzyl)-2-(3-methoxybenzyl)-6-phenylimidazo[1,2-a]pyrazin-3-yl-acetat FC1=C(CC=2C=3N(C=C(N2)C2=CC=CC=C2)C(=C(N3)CC3=CC(=CC=C3)OC)CC(=O)[O-])C=CC=C1